4-(2-(4-acrylamidophenyl)-4-amino-7-cyano-1-(2-hydroxyethyl)-1H-pyrrolo[3,2-c]pyridin-3-yl)-N-cyclobutyl-2-methoxybenzamide C(C=C)(=O)NC1=CC=C(C=C1)C1=C(C=2C(=NC=C(C2N1CCO)C#N)N)C1=CC(=C(C(=O)NC2CCC2)C=C1)OC